benzyl (S)-6-(4-cyanophenyl)-4-(pyrazin-2-yl)-3,6-dihydropyridine-1(2H)-carboxylate C(#N)C1=CC=C(C=C1)[C@@H]1C=C(CCN1C(=O)OCC1=CC=CC=C1)C1=NC=CN=C1